BrC=1C(=C(C=CC1)N(C1=NC(=NC2=CC=C(C=C12)F)Cl)CC(F)F)F N-(3-bromo-2-fluoro-phenyl)-2-chloro-N-(2,2-difluoroethyl)-6-fluoro-quinazolin-4-amine